CC(CNC=1C=C(C=C2C=C(NC12)C1=CC=CC=C1)COCCOC)(C)C N-(2,2-dimethylpropyl)-5-(2-methoxyethoxymethyl)-2-phenyl-1H-indol-7-amine